C(#C)C1(CN(CC1)C(=O)OC(C)(C)C)C tert-butyl 3-ethynyl-3-methyl-pyrrolidine-1-carboxylate